ClC=1C=CC(=C(C1)C1=C2C(=NC(=C1)C)C(=CS2)C(=O)OC(C)(C)C)OCCN2C(=NC1=C(C2=O)C(=C(N=C1)Cl)C#N)C tert-butyl 7-(5-chloro-2-(2-(6-chloro-5-cyano-2-methyl-4-oxopyrido[3,4-d]pyrimidin-3(4H)-yl) ethoxy) phenyl)-5-methylthieno[3,2-B]pyridine-3-carboxylate